2-[4-(4-Hydroxypiperidin-1-yl)-6-(4-methyl-3-oxo-piperazin-1-yl)-pyrimidin-2-ylamino]-4-methyl-thiazole-5-carboxylic acid ethyl ester C(C)OC(=O)C1=C(N=C(S1)NC1=NC(=CC(=N1)N1CCC(CC1)O)N1CC(N(CC1)C)=O)C